di(2-ethylhexyl)carboxamide C(C)C(CN(C=O)CC(CCCC)CC)CCCC